6-((2,5-diazabicyclo[2.2.1]heptan-2-yl)sulfonyl)-N-((R)-1-(3-(difluoromethyl)-2-fluorophenyl)ethyl)-2-methylpyrido[3,4-d]pyrimidin-4-amine C12N(CC(NC1)C2)S(=O)(=O)C2=CC1=C(N=C(N=C1N[C@H](C)C1=C(C(=CC=C1)C(F)F)F)C)C=N2